FC1(C2CN(CC12)C1=CC=C(C(=N1)C=C)CN1N=CC(=C1)C(=O)OCC)F ethyl 1-[(6-{6,6-difluoro-3-azabicyclo[3.1.0]hex-3-yl}-2-vinylpyridin-3-yl) methyl]-1H-pyrazole-4-carboxylate